6-acetyl-8-cyclopentyl-5-methyl-2-[[5-(4-tetradecanoylpiperazin-1-yl)-2-pyridyl]amino]pyrido[2,3-d]pyrimidin-7-one C(C)(=O)C1=C(C2=C(N=C(N=C2)NC2=NC=C(C=C2)N2CCN(CC2)C(CCCCCCCCCCCCC)=O)N(C1=O)C1CCCC1)C